tert-butyl 4-((5-(3-(2-methoxyphenyl)isonicotinamido)-1,3,4-thiadiazol-2-yl)oxy)piperidine-1-carboxylate COC1=C(C=CC=C1)C1=C(C(=O)NC2=NN=C(S2)OC2CCN(CC2)C(=O)OC(C)(C)C)C=CN=C1